3-Chloro-2-morpholinopyridine-4-thiol sodium salt [Na].ClC=1C(=NC=CC1S)N1CCOCC1